S-(3-((tert-butyldiphenylsilyl)oxy)-2-cyclopropylpropyl) ethanethioate C(C)(SCC(CO[Si](C1=CC=CC=C1)(C1=CC=CC=C1)C(C)(C)C)C1CC1)=O